N-(3,5-Difluoro-4-((6S,7S)-7-Isobutyl-8-Methyl-6,7,8,9-Tetrahydro-3H-Pyrazolo[3,4-h]Isochinolin-6-yl)Phenyl)-1-isobutylazetidin-3-amin FC=1C=C(C=C(C1[C@H]1[C@@H](N(CC=2C3=C(C=CC12)NN=C3)C)CC(C)C)F)NC3CN(C3)CC(C)C